C(CCCCCCC\C=C/CCCCCCCC)OCCCCCCCC\C=C/CCCCCCCC dioleylether